2-butane-2-ylcyclohexan-1-one CC(CC)C1C(CCCC1)=O